tert-butyl 6-chloro-3-[[(1R)-1-(2-ethylsulfanyl-6-methyl-4-oxo-chromen-8-yl)ethyl]amino]pyridine-2-carboxylate ClC1=CC=C(C(=N1)C(=O)OC(C)(C)C)N[C@H](C)C=1C=C(C=C2C(C=C(OC12)SCC)=O)C